ClCC(=O)NC1=C(C=CC=C1)NC1=NN=NN1C 2-Chloro-N-(2-((1-methyl-1H-tetrazol-5-yl)amino)phenyl)acetamide